3-(Pyridine-3-yl)prop-2-enamide N1=CC(=CC=C1)C=CC(=O)N